C(CC)C(C#C)(C)O 3-propyl-1-Butyn-3-ol